7-((Pyridin-4-yl)(pyridin-2-ylamino)methyl)-2-methylquinolin-8-ol N1=CC=C(C=C1)C(C1=CC=C2C=CC(=NC2=C1O)C)NC1=NC=CC=C1